N-ethyl-N-(2-hydroxyethyl)-4-(((6-(isoindolin-2-ylmethyl)-4-oxo-4H-pyran-3-yl)oxy)methyl)benzenesulfonamide tert-butyl-2-chloro-5,7-dihydropyrrolo[3,4-d]pyrimidine-6-carboxylate C(C)(C)(C)OC(=O)N1CC=2N=C(N=CC2C1)Cl.C(C)N(S(=O)(=O)C1=CC=C(C=C1)COC1=COC(=CC1=O)CN1CC2=CC=CC=C2C1)CCO